(1,3-pentanediyl)bis(maleimide) C(CC(CC)C=1C(=O)NC(C1)=O)C=1C(=O)NC(C1)=O